NC1=NC(=C(C(=N1)CCC(=O)O)CC1=C(C=CC=C1)OC)N[C@H](CCO)CCCC (S)-3-(2-amino-6-((1-hydroxyhept-3-yl)amino)-5-(2-methoxybenzyl)-pyrimidin-4-yl)propionic acid